C(C)(C)(C)N1CCC2(CC1)COC1=C3CN(C(C3=CC=C12)=O)[C@@H]1C(NC(CC1)=O)=O tert-butyl-(S)-7-(2,6-dioxopiperidin-3-yl)-6-oxo-7,8-dihydro-2H,6H-spiro[furo[2,3-e]isoindole-3,4'-piperidine]